(+/-)-N-(4-bromo-2,6-dimethylphenyl)-2-hydroxy-2,3,3-trimethyl-butanamide BrC1=CC(=C(C(=C1)C)NC([C@](C(C)(C)C)(C)O)=O)C |r|